4-(2-(2,4-difluorophenoxy)-5-(hydroxymethyl)phenyl)-6-methyl-1-tosyl-1,6-dihydro-7H-pyrrolo[2,3-c]pyridin-7-one FC1=C(OC2=C(C=C(C=C2)CO)C=2C3=C(C(N(C2)C)=O)N(C=C3)S(=O)(=O)C3=CC=C(C)C=C3)C=CC(=C1)F